ClC=1C(=C2C(=C(NC(C2=C(N1)Cl)=O)C)C1(CC1)OC1OCCCC1)F 6,8-dichloro-5-fluoro-3-methyl-4-(1-tetrahydropyran-2-yloxycyclopropyl)-2H-2,7-naphthyridin-1-one